(R)-4-chloro-N-(1-methylpiperidin-3-yl)pyrido[3,4-d]pyridazin-1-amine ClC=1N=NC(=C2C1C=NC=C2)N[C@H]2CN(CCC2)C